C(C)(C)(C)OC(=O)NC[C@H](CC1=C(C=2N=C(N=C(C2S1)N(C(OC(C)(C)C)=O)CC=1OC=CC1)Cl)C)C tert-butyl (S)-(6-(3-((tert-butoxycarbonyl)amino)-2-methylpropyl)-2-chloro-7-methylthieno[3,2-d]pyrimidin-4-yl)(furan-2-ylmethyl)carbamate